NC1=C(C(=C(C(=C1C)N)C)S(=O)(=O)O)Cl 2,4-diamino-3,5-dimethylsulfochlorobenzene